C1(=CC=CC=C1)C=CC(=O)NC1=CC=NC=C1 3-Phenyl-N-(4-pyridinyl)acrylamide